(R)-2-[2-amino-3-(indol-3-yl)propionylamino]-2-methylpropanoic acid N[C@@H](C(=O)NC(C(=O)O)(C)C)CC1=CNC2=CC=CC=C12